NC1=C(N=CN1[C@H]1CC2=C(C(=C3C=C(N=CC3=C2)C2CC2)S(NCC(C)(C)F)(=O)=O)C1)C(=O)OCC ethyl 5-amino-1-[(7S)-3-cyclopropyl-5-[(2-fluoro-2-methylpropyl)sulfamoyl]-7,8-dihydro-6H-cyclopenta[g]isoquinolin-7-yl]imidazole-4-carboxylate